BrC=1C(N(C=C2C1N=C(N=C2N[C@H](C)C2=C(C(=CC=C2)C(F)F)F)C)C2(CC2)CF)=O 8-Bromo-4-[[(1R)-1-[3-(difluoromethyl)-2-fluoro-phenyl]ethyl]amino]-6-[1-(fluoromethyl)cyclopropyl]-2-methyl-pyrido[4,3-d]pyrimidine-7-one